CN1N=CC(=C1)C=1C=NN2C1N=C(C=C2)N 3-(1-methyl-1H-pyrazol-4-yl)pyrazolo[1,5-a]pyrimidin-5-amine